6-(2-amino-5-bromopyridin-3-yl)isoquinolin-1(2H)-one NC1=NC=C(C=C1C=1C=C2C=CNC(C2=CC1)=O)Br